OC=1C=CC2=CC=CC=C2C1 (3-hydroxy)naphthalene